NCC#CC1=NC=CC(=C1)C=1C(=C(C=CC1)C1=CC(=C(C=C1)NC(C)=O)F)O N-(3'-(2-(3-aminoprop-1-yn-1-yl)pyridin-4-yl)-3-fluoro-2'-hydroxy-[1,1'-biphenyl]-4-yl)acetamide